4-[1-(pyridazin-4-ylmethyl)benzimidazol-2-yl]-1,2,5-oxadiazol-3-amine N1=NC=C(C=C1)CN1C(=NC2=C1C=CC=C2)C=2C(=NON2)N